2-Octyl-3-isothiazolinone C(CCCCCCC)N1SC(C=C1)=O